NC=1C=2CCC2C=CC1C(O)C1CCC1 (2-Aminobicyclo[4.2.0]oct-1(6),2,4-trien-3-yl)(cyclobutyl)methanol